CN(C1CCC(CC1)NC1=NC=2N(C(C(=NC2C=N1)C=1C=CC(=NC1C)NS(=O)(=O)CC1=CC=C(C=C1)F)=O)C(C)C)C N-[5-[2-[[4-(Dimethylamino)cyclohexyl]amino]-8-isopropyl-7-oxo-pteridin-6-yl]-6-methyl-2-pyridyl]-1-(4-fluorophenyl)methanesulfonamide